N1=CC=C(C2=CC=CC=C12)N([C@@H](CC(=O)N1[C@@H](CCC1)C(=O)N[C@@H](C)C(=O)O)C(N)=O)C(CCOCCOCCOCCN)=O.S1C(=CC=C1)COC1=C(SC=C1)C(=O)NC=1C=NC=CC1 3-(thiophen-2-ylmethoxy)-N-(pyridin-3-yl)thiophene-2-carboxamide quinolin-4-yl-N-(3-{2-[2-(2-aminoethoxy)ethoxy]ethoxy}propionyl)-L-α-asparaginyl-L-prolyl-L-alaninate